2-((4-(2,7-diazaspiro[3.5]nonan-2-yl)pyrimidin-5-yl)oxy)-5-fluoro-N-isopropyl-N-methylbenzamide C1N(CC12CCNCC2)C2=NC=NC=C2OC2=C(C(=O)N(C)C(C)C)C=C(C=C2)F